O=C1CC2(CCN(C2)C(=O)OC(C)(C)C)CCN1C1=NC=CC(=C1)C(F)(F)F tert-butyl 7-oxo-8-(4-(trifluoromethyl)pyridin-2-yl)-2,8-diazaspiro[4.5]decane-2-carboxylate